(7-fluoro-[1,2,4]triazolo[4,3-a]quinazolin-5-yl)-8-((1-(trifluoromethyl)cyclopropyl)ethynyl)-3,4-dihydro-2H-benzo[b][1,4]oxazine FC=1C=C2C(=NC=3N(C2=CC1)C=NN3)C3CNC1=C(O3)C(=CC=C1)C#CC1(CC1)C(F)(F)F